4-amino-7-chloro-N-((5S)-2-cyano-5,8-dihydro-6H-pyrano[3,4-b]pyridin-5-yl)-N-methyl-1,3-dihydrofuro[3,4-c]quinoline-8-carboxamide NC1=NC=2C=C(C(=CC2C2=C1COC2)C(=O)N(C)[C@@H]2COCC1=NC(=CC=C12)C#N)Cl